tert-butyl (S)-4-(1-((8-(difluoromethyl)-2-methylimidazo[1,2-a]pyridin-6-yl)carbamoyl)-2,3-dihydro-1H-pyrrolo[2,3-b]pyridin-4-yl)-2-methylpiperazine-1-carboxylate FC(C=1C=2N(C=C(C1)NC(=O)N1CCC=3C1=NC=CC3N3C[C@@H](N(CC3)C(=O)OC(C)(C)C)C)C=C(N2)C)F